rac-tert-butyl (5-(2-((2R,5S)-2-(3-hydroxy-4-methylphenyl)-5-methylpiperidin-1-yl)-2-oxoacetamido)-3-methylpyridin-2-yl)carbamate OC=1C=C(C=CC1C)[C@@H]1N(C[C@H](CC1)C)C(C(=O)NC=1C=C(C(=NC1)NC(OC(C)(C)C)=O)C)=O |r|